C(C)(C)(C)C1=CC=C(C=C1)C=1N=NC(=C(N1)C)C(=O)OC methyl 3-(4-(tert-butyl) phenyl)-5-methyl-1,2,4-triazine-6-carboxylate